BrC1=NN(C(=C1)CC(C)C)C1CCCCCC1 3-Bromo-1-cycloheptyl-5-isobutyl-1H-pyrazole